3-(diethylamino)chlorobenzene C(C)N(C=1C=C(C=CC1)Cl)CC